BrC1=CC(=CC(=N1)N[C@H]1C[C@@H](CC1)O)CN1C[C@@H](O[C@@H](C1)C)C (1R,3R)-3-((6-bromo-4-(((2S,6R)-2,6-dimethylmorpholino)methyl)pyridin-2-yl)amino)cyclopentane-1-ol